C(#N)N1CCC(CC1)N1N=NC(=C1C)C=1C=C(C=2N(C1)N=CC2C#N)OC(C)C=2N=NC=C(C2)C 6-[1-(1-Cyano-4-piperidyl)-5-methyl-triazol-4-yl]-4-[1-(5-methylpyridazin-3-yl)ethoxy]pyrazolo[1,5-a]pyridine-3-carbonitrile